N-((6S,7S)-6-((2,3'-difluoro-[1,1'-biphenyl]-3-yl)methyl)-5-((S)-2-hydroxy-2-methylbutanoyl)-5-azaspiro[2.4]heptan-7-yl)-1-fluoromethanesulfonamide FC1=C(C=CC=C1C[C@@H]1N(CC2(CC2)[C@@H]1NS(=O)(=O)CF)C([C@@](CC)(C)O)=O)C1=CC(=CC=C1)F